COC=1C=C(C(=O)OCC)C=CC1NC(C/N=C/C[C@H](C(F)(F)F)C)=O (R,E)-ethyl 3-methoxy-4-(2-(4,4,4-trifluoro-3-methylbutylideneamino)acetamido)benzoate